C(N)(=O)CNCCS(=O)(=O)O N-(carbamoylmethyl)-2-aminoethanesulfonic Acid